bicyclo[2.2.1]hept-2,5-diene-2,3-dicarboxylic acid C12C(=C(C(C=C1)C2)C(=O)O)C(=O)O